2-(phenylmethoxy)-6-fluorobenzaldehyde C1(=CC=CC=C1)COC1=C(C=O)C(=CC=C1)F